OC=1C=C2C=CC(=CC2=CC1)C(=O)[O-] 6-hydroxy-2-naphthoic acid anion